5-(2-Chlorobenzyl)-4-oxo-3-(2-triisopropylsilanyloxyethyl)-4,5,6,7-tetrahydropyrazolo[1,5-a]pyrazine-2-carboxylic acid ethyl ester C(C)OC(=O)C1=NN2C(C(N(CC2)CC2=C(C=CC=C2)Cl)=O)=C1CCO[Si](C(C)C)(C(C)C)C(C)C